C(#N)C(C(=O)NC=1N=C2N(N=C(C=C2)C=2C=C(C(=NC2)C)C(=O)N[C@H](C)C2=C(C=CC(=C2)OC(F)(F)F)F)C1)(C)C 5-[2-(2-cyano-2,2-dimethylacetylamino)imidazo[1,2-b]pyridazin-6-yl]-N-[(1R)-1-[2-fluoro-5-(trifluoromethoxy)phenyl]ethyl]-2-methylpyridin-3-carboxamide